COC1=C2C=C(NC2=CC=C1)C(=O)N[C@H](C(=O)N[C@H](C(=O)OC)CC=1N=CN(C1)C)CC(C)C Methyl (2S)-2-[[(2S)-2-[(4-methoxy-1H-indole-2-carbonyl)amino]-4-methyl-pentanoyl]amino]-3-(1-methylimidazol-4-yl)propanoate